OC(CCCC(=O)OCCOC(CCCC(CCCCCCC)O)=O)CCCCCCC ethylene bis(5-hydroxy-laurate)